phospho-L-tyrosine P(=O)(O)(O)OC1=CC=C(C[C@H](N)C(=O)O)C=C1